ClC1=NC(=NC2=CC3=C(C=C12)N(CC3)CC3COCC3)C 4-chloro-2-methyl-6-[(tetrahydrofuran-3-yl)methyl]-7,8-dihydro-6H-pyrrolo[2,3-g]quinazoline